ClC1=C(C=CC(=C1)OC(F)(F)F)S(=O)(=O)N1C[C@@H]([C@@](C1)(CO)O)S(=O)(=O)C1=CC(=C(C#N)C=C1)F 4-(((3S,4R)-1-((2-chloro-4-(trifluoromethoxy)phenyl)sulfonyl)-4-hydroxy-4-(hydroxymethyl)pyrrolidin-3-yl)sulfonyl)-2-fluorobenzonitrile